N-(1-Cyanocyclopropyl)-9-(5-(di-fluoromethyl)-1,3,4-thiadiazol-2-yl)-4-(4-isopropyl-3-oxopiperazin-1-yl)-9H-pyrimido[4,5-b]indole-7-sulfonamide C(#N)C1(CC1)NS(=O)(=O)C1=CC=C2C3=C(N(C2=C1)C=1SC(=NN1)C(F)F)N=CN=C3N3CC(N(CC3)C(C)C)=O